1-(4-(9-(5-chloro-1H-indol-1-yl)nonyl)piperazin-1-yl)-2-(2,4-difluorophenyl)-3-(1H-1,2,4-triazol-1-yl)propan-2-ol ClC=1C=C2C=CN(C2=CC1)CCCCCCCCCN1CCN(CC1)CC(CN1N=CN=C1)(O)C1=C(C=C(C=C1)F)F